C(C)(C)OC=1C(=CC=2C(N1)=NN(C2)C2CCN(CC2)C(=O)OC(C)(C)C)NC(=O)C=2C=NN1C2N=CC=C1 tert-butyl 4-[6-isopropoxy-5-(pyrazolo[1,5-a]pyrimidine-3-carbonylamino)pyrazolo[3,4-b]pyridin-2-yl]piperidine-1-carboxylate